N1(C=NC=C1)CCN 2-(1H-imidazol-1-yl)ethan-1-amine